N-[(1RS,3RS)-3-aminocyclopentyl]Prop-2-Enylamide N[C@H]1C[C@@H](CC1)C=CC[NH-] |r|